NC=1OC2=C(N1)C=C(C=C2)C=2C=C1C(=NN(C1=CC2)C(C)C)COC2=C(C=CC=C2)CC(=O)O 2-(2-((5-(2-aminobenzo[d]oxazol-5-yl)-1-isopropyl-1H-indazol-3-yl)methoxy)phenyl)acetic acid